methyl (1S,4R)-1-(3,4-dichlorophenyl)-2-oxa-5-azabicyclo[2.2.1]heptane-5-carboxylate ClC=1C=C(C=CC1Cl)[C@]12OC[C@H](N(C1)C(=O)OC)C2